2-(thien-3-yl)ethanol tert-butyl-(2S)-2-methyl-4-1H,2H,3H-pyrrolo[2,3-b]pyridin-4-ylpiperazine-1-carboxylate C(C)(C)(C)[C@@]1(N(CCN(C1)C1=C2C(=NC=C1)NCC2)C(=O)OCCC2=CSC=C2)C